CC1CN(CC=C1B1OC(C(O1)(C)C)(C)C)C(=O)OC(C)(C)C tert-butyl 3-methyl-4-(4,4,5,5-tetramethyl-1,3,2-dioxaborolan-2-yl)-3,6-dihydropyridine-1(2H)-carboxylate